(1R,3S)-3-(3-(2-(3-hydroxy-2-((E)-(isopropylimino)methyl)-5-methoxyphenoxy)acetamido)-1H-pyrazol-5-yl)cyclopentyl 6-oxa-3-azabicyclo[3.1.1]heptane-3-carboxylate C12CN(CC(O1)C2)C(=O)O[C@H]2C[C@H](CC2)C2=CC(=NN2)NC(COC2=C(C(=CC(=C2)OC)O)/C=N/C(C)C)=O